5-methyl-1-(trifluoromethyl)-1H-pyrazole-4-carboxylic acid methyl ester COC(=O)C=1C=NN(C1C)C(F)(F)F